COC(NC=1N=NC(=C(C1)NC1=NC=CC(=C1OC)C1=NOC(=N1)C)C(NC([2H])([2H])[2H])=O)=O.C(C)(C)(C)OOC(C)(C)C1=C(C=CC=C1)C(C)(C)OOC(C)(C)C Di-(tert-butylperoxyisopropyl)benzene Methyl-N-(5-{[3-methoxy-4-(5-methyl-1,2,4-oxadiazol-3-yl)pyridin-2-yl]amino}-6-[(2H3)methylcarbamoyl]pyridazin-3-yl)carbamat